2-[4-[4-[(3-Chlorophenyl)methoxy]-3-(trifluoromethyl)benzoyl]piperazin-1-yl]-3H-quinazolin-4-one ClC=1C=C(C=CC1)COC1=C(C=C(C(=O)N2CCN(CC2)C2=NC3=CC=CC=C3C(N2)=O)C=C1)C(F)(F)F